benzyl (E)-3-(2-((dimethylamino)methylene)hydrazine-1-carbonyl)azetidine-1-carboxylate CN(C)\C=N\NC(=O)C1CN(C1)C(=O)OCC1=CC=CC=C1